8-bromo-N-(o-tolyl)-1,2,3,4-tetrahydronaphthalen-1-amine BrC=1C=CC=C2CCCC(C12)NC1=C(C=CC=C1)C